(1R,6R,8R,9R,10S,15R,17R,18S)-8,17-bis(6-amino-9H-purin-9-yl)-3,9,12,18-tetrahydroxy-2,5,7,11,14,16-hexaoxa-3λ5,12λ5-diphosphatricyclo[13.2.1.06,10]octadecane-3,12-dione NC1=C2N=CN(C2=NC=N1)[C@@H]1O[C@@H]2OCP(O[C@H]3[C@@H](O[C@H](OCP(O[C@H]2[C@H]1O)(=O)O)[C@H]3O)N3C1=NC=NC(=C1N=C3)N)(=O)O